COCCOCCOCCOCCN1C2=CC=CC=C2C=2C=C(C=CC12)N 9-(2,5,8,11-tetraoxatridecan-13-yl)-9H-carbazol-3-amine